1-methyl-4-(3-methylbut-3-en-1-yn-1-yl)benzene CC1=CC=C(C=C1)C#CC(=C)C